OCC(C)(CO)C r-neopentyl glycol